C(\C=C\C(=O)O)(=O)O.CN(CC(CC(C(C)C)N1CC2(C1)CN(CC2)C=2N=CN=NC2OC2=C(C(=O)N(C(C)C)CC)C=C(C=C2)F)OC)C 2-((5-(2-((3x-R,5x-S)-6-(dimethylamino)-5-methoxy-2-methylhexan-3-yl)-2,6-diazaspiro[3.4]oct-6-yl)-1,2,4-triazin-6-yl)oxy)-N-ethyl-5-fluoro-N-isopropylbenzamide fumarate